S1C(=CC=C1)/C=C/CO (E)-3-(thiophen-2-yl)propan-2-en-1-ol